(R)-4-(8-fluoro-7-methylimidazo[1,2-a]pyridin-3-yl)-7-((5-(2-(methoxymeth-yl)morpholino)pyridin-2-yl)amino)isoindolin-1-one FC=1C=2N(C=CC1C)C(=CN2)C2=C1CNC(C1=C(C=C2)NC2=NC=C(C=C2)N2C[C@@H](OCC2)COC)=O